FC=1C=C(OCCN2CCC3(CC2)C(NC2=CC=C(C=C23)C#N)=O)C=C(C1S(=O)(=O)C)F 1'-[2-(3,5-difluoro-4-methanesulfonyl-phenoxy)ethyl]-2-oxo-1,2-dihydrospiro[indole-3,4'-piperidine]-5-carbonitrile